COC=1C=C2CN(CC2=CC1B1OC(C(O1)(C)C)(C)C)C(=O)OC(C)(C)C Tert-butyl 5-methoxy-6-(4,4,5,5-tetramethyl-1,3,2-dioxaborolan-2-yl)isoindoline-2-carboxylate